ClC=1C(=NC=C(N1)N1CCCCC1)C#N 3-chloro-5-(piperidin-1-yl)pyrazine-2-carbonitrile